FC(S(=O)(=O)OCC1CCC(CC1)(F)F)(F)F (4,4-difluorocyclohexyl)methyl Trifluoromethanesulfonate